C1(=CC=CC=C1)C1=C(N=CO1)C(=O)N 5-phenylOxazole-4-carboxylic acid amide